L-Glucamine NC[C@@H](O)[C@H](O)[C@@H](O)[C@@H](O)CO